C(N)(=O)C1=C(C=C(C(=N1)C1CCOCC1)NC(OC1=CC=C(C=C1)C)=O)C p-tolyl (6-carbamoyl-5-methyl-2-(tetrahydro-2H-pyran-4-yl)pyridin-3-yl)carbamate